(R)-2-((4-(hydroxyimino)-1-oxo-1,4-dihydronaphthalen-2-yl)amino)-3,N-diphenyl-propionamide ON=C1C=C(C(C2=CC=CC=C12)=O)N[C@@H](C(=O)NC1=CC=CC=C1)CC1=CC=CC=C1